bis(palmitoyl)-ethyl-hydroxyethyl-methyl-ammonium C(CCCCCCCCCCCCCCC)(=O)C([NH+](CCO)CC)C(CCCCCCCCCCCCCCC)=O